FC(C(=O)O)(F)F.FC=1C(=C(C=CC1F)C(=O)N1CC(C1)N)NC1=C(C=C(C=C1)I)F 1-({3,4-difluoro-2-[(2-fluoro-4-iodophenyl)amino]Phenyl}carbonyl)azetidin-3-amine trifluoroacetate